ethyl (2S)-2-fluoro-2-[[(2S,5R)-3-methyl-7-oxo-2-[2-(5-oxopyrrolidin-2-yl)ethylcarbamoyl]-1,6-diazabicyclo[3.2.1]oct-3-en-6-yl]oxy]acetate F[C@@H](C(=O)OCC)ON1[C@@H]2C=C([C@H](N(C1=O)C2)C(NCCC2NC(CC2)=O)=O)C